C1=CC(=C2C=CC=C3C4=CC=CC5=CC=CC(C1=C23)=C45)CCCCCCCCCCCC(=O)O 3-perylenedodecanoic acid